3-(((7-(1H-pyrazol-4-yl)-2,3-dihydrofuro[3,2-c]pyridin-4-yl)amino)methyl)-N-(2-(1-methylpiperidin-4-yl)ethyl)benzamide N1N=CC(=C1)C=1C2=C(C(=NC1)NCC=1C=C(C(=O)NCCC3CCN(CC3)C)C=CC1)CCO2